((1R,4R)-1-methyl-2-oxabicyclo[2.2.1]heptan-4-yl)-2H-pyrazolo[3,4-b]pyridine-5-carboxamide C[C@@]12OC[C@@](CC1)(C2)N2N=C1N=CC(=CC1=C2)C(=O)N